OC1=C(C=CC=2SC=CC21)C=2C(N(C(=NN2)N[C@H]2CN(CCC2)C2COC2)C)=O (R)-6-(4-hydroxybenzo[b]thiophene-5-yl)-4-methyl-3-((1-(oxetane-3-yl)piperidin-3-yl)amino)-1,2,4-triazine-5(4H)-one